1-(2-cyano-5-(dimethylcarbamoyl)phenyl)-1-(1-methyl-1H-pyrazol-4-yl)propan C(#N)C1=C(C=C(C=C1)C(N(C)C)=O)C(CC)C=1C=NN(C1)C